methyl 2-fluoro-5-[[3-[6-(methoxycarbonylamino)-3-pyridyl]-7-methyl-pyrazolo[1,5-a]pyridine-5-carbonyl]-methyl-amino]benzoate FC1=C(C(=O)OC)C=C(C=C1)N(C)C(=O)C1=CC=2N(C(=C1)C)N=CC2C=2C=NC(=CC2)NC(=O)OC